1-methyl-2-phenyl-1H-imidazo[4,5-b]Pyrazine-5-carboxylic acid CN1C(=NC=2C1=NC=C(N2)C(=O)O)C2=CC=CC=C2